4-fluoro-1-(((4-methyl-2-nitrobenzyl)oxy)methyl)-2-(trifluoromethyl)benzene FC1=CC(=C(C=C1)COCC1=C(C=C(C=C1)C)[N+](=O)[O-])C(F)(F)F